C(=O)(OC(C)(C)C)N(CCO)CCO N-Bocdiethanolamine